NCCC=1C=C(C(=C(N)C1)OC)OC 5-(2-aminoethyl)-2,3-dimethoxyaniline